OCCN(CCCCCCCC(=O)OC(CCCCCCCC)CCCCCCCC)CCCCCC(OCCCCCCCCCCC)=O heptadecan-9-yl 8-{(2-hydroxyethyl)[6-oxo-6-(undecyloxy)hexyl]amino}-octanoate